COC=1C=C2CCC=C(C2=CC1)O (cis)-6-methoxy-3,4-dihydro-naphthol